(5Z)-3-methyl-5-[(1-methylindazol-5-yl)methylene]-2-methylsulfanyl-imidazol-4-one CN1C(=N\C(\C1=O)=C/C=1C=C2C=NN(C2=CC1)C)SC